BrC=1C=C2C(=C(N(C2=CC1C)C(=O)O)C1=CC(=C(C=C1)OC)OC)C 5-bromo-2-(3,4-dimethoxyphenyl)-3,6-dimethyl-1H-indole-1-carboxylic acid